C1(CC1)N1C(C2=CC=C(C=C2C(=C1)N(C=1SC(=C(N1)C1=CC=C(C=C1)F)C#N)C)N1CCN(CC1)C)=O 2-((2-cyclopropyl-6-(4-methylpiperazin-1-yl)-1-oxo-1,2-dihydroisoquinolin-4-yl)(methyl)amino)-4-(4-fluorophenyl)thiazole-5-carbonitrile